(3S,4S)-N-(2-ethylphenyl)-1-methyl-4-[1-methyl-5-(trifluoromethyl)pyrazol-4-yl]-2-oxo-pyrrolidine-3-carboxamide C(C)C1=C(C=CC=C1)NC(=O)[C@H]1C(N(C[C@@H]1C=1C=NN(C1C(F)(F)F)C)C)=O